2-methyl-6-(2-fluoroanilino)purine CC1=NC(=C2NC=NC2=N1)NC1=C(C=CC=C1)F